7-chloro-4-fluoro-8-hydroxy-2,3-dihydro-1H-phenalen-1-one ClC1=C2C=CC(=C3CCC(C(C=C1O)=C32)=O)F